C(=O)([O-])C(O)C(O)C(=O)[O-].C(=O)([O-])C(O)C(O)C(=O)[O-].CC1=C(C=NC(=C1)C)[C@H]1[NH+](CCC1)C.CC1=C(C=NC(=C1)C)[C@H]1[NH+](CCC1)C.CC1=C(C=NC(=C1)C)[C@H]1[NH+](CCC1)C.CC1=C(C=NC(=C1)C)[C@H]1[NH+](CCC1)C (2S)-2-(4,6-dimethylpyridin-3-yl)-1-methylpyrrolidin-1-ium ditartrate